(E)-N-(4-(1-(6-(4-(4-((2-(2,6-dioxopiperidin-3-yl)-1-oxoisoindoline-4-yl)aminoacetyl)piperazin-1-yl)piperidin-1-yl)nicotinoyl)piperidin-4-yl)butyl)-3-(pyridin-3-yl)acrylamide O=C1NC(CCC1N1C(C2=CC=CC(=C2C1)NCC(=O)N1CCN(CC1)C1CCN(CC1)C1=NC=C(C(=O)N2CCC(CC2)CCCCNC(\C=C\C=2C=NC=CC2)=O)C=C1)=O)=O